monoammonium oxalate C(C(=O)O)(=O)[O-].[NH4+]